C(C1=CC=CC=C1)N1C2=NC=NC(=C2N=C1C1=C(C=C(C=C1)/C=C/C(=O)O)Cl)OC1(CC1)C (E)-3-(4-(9-benzyl-6-(1-methylcyclopropoxy)-9H-purin-8-yl)-3-chlorophenyl)acrylic acid